2-[ethyl[(heptadecafluorooctyl)sulfonyl]amino]ethyl methacrylate C(C(=C)C)(=O)OCCN(S(=O)(=O)C(C(C(C(C(C(C(C(F)(F)F)(F)F)(F)F)(F)F)(F)F)(F)F)(F)F)(F)F)CC